CC1=NC2=CC=C(C=C2C=C1)OCCOC1OCCCC1 2-methyl-6-(2-((tetrahydro-2H-pyran-2-yl)oxy)ethoxy)quinoline